4-(4-chloro-2-fluoro-phenyl)-2-[(2S,6R)-2-cyclopropyl-6-(1-cyclopropylpyrazol-4-yl)morpholin-4-yl]-7-methyl-pyrimido[4,5-d]pyridazin-8-one ClC1=CC(=C(C=C1)C1=NC(=NC=2C(N(N=CC21)C)=O)N2C[C@@H](O[C@@H](C2)C=2C=NN(C2)C2CC2)C2CC2)F